C[C@H]1CN(C[C@@H](N1)C)C1=CC=C(N=N1)C1=NC=C(C=C1O)\C=C\C=1C=NN(C1)C |&1:5| 2-{6-[(3S,SR)-3,5-dimethylpiperazin-1-yl]pyridazin-3-yl}-5-[(E)-2-(1-methyl-1H-pyrazol-4-yl)ethenyl]pyridin-3-ol